O[C@H](C(=O)N[C@@H](C)C(N[C@@H]1C(N(C=CC(=C1)C1=CC=CC=C1)C)=O)=O)C(C)C (S)-2-hydroxy-3-methyl-N-[(S)-1-((S)-1-methyl-2-oxo-5-phenyl-2,3-dihydro-1H-azepin-3-ylcarbamoyl)-ethyl]-butyramide